tri[(1-tert-butyl-1H-1,2,3-triazol-4-yl)methyl]Amine C(C)(C)(C)N1N=NC(=C1)CN(CC=1N=NN(C1)C(C)(C)C)CC=1N=NN(C1)C(C)(C)C